ClC1=CC(=C(C=N1)C1=NC(=CC=C1)CN1CCOCC1)NC1CCC(CC1)(O)C (1s,4s)-4-((6'-Chloro-6-(morpholinomethyl)-[2,3'-bipyridin]-4'-yl)amino)-1-methylcyclohexan-1-ol